The molecule is a glycerophosphoinositol phosphate that is 1-archaetidyl-1D-myo-inositol bearing an additional phospho substituent at position 3. It is an ether lipid and a glycerophosphoinositol phosphate. It derives from a 2,3-di-O-phytanyl-sn-glycerol. It is a conjugate acid of a 1-archaetidyl-1D-myo-inositol 3-phosphate(3-). C[C@H](CCC[C@H](C)CCCC(C)C)CCC[C@@H](C)CCOC[C@@H](COP(=O)(O)O[C@H]1[C@@H]([C@H]([C@@H]([C@H]([C@H]1O)OP(=O)(O)O)O)O)O)OCC[C@H](C)CCC[C@H](C)CCC[C@H](C)CCCC(C)C